tert-Butyl 4-((4-chloro-7H-pyrrolo[2,3-d]pyrimidin-7-yl)methyl)-3,3-difluoropiperidine-1-carboxylate ClC=1C2=C(N=CN1)N(C=C2)CC2C(CN(CC2)C(=O)OC(C)(C)C)(F)F